(R*)-1-(5,6-dihydrobenzo[6,7]oxepino[2,3-b]pyridin-5-yl)-N-methylmethanamine N1=C2C(=CC=C1)[C@@H](CC1=C(O2)C=CC=C1)CNC |o1:6|